3-Phenoxybenzyl alcohol O(C1=CC=CC=C1)C=1C=C(CO)C=CC1